FC(C1=CC=C(C=C1)C1=C(N=CO1)N1C=CC=2C=CC=NC2C1=O)(F)F 7-(5-(4-(Trifluoromethyl)phenyl)oxazol-4-yl)-1,7-naphthyridin-8(7H)-one